F[C@@H]1C[C@H](N(C1)C(=O)C1(CC1)C1=CC=C(C=C1)OC(F)(F)F)C(=O)O (2S,4R)-4-fluoro-1-[1-[4-(trifluoromethoxy)phenyl]cyclopropanecarbonyl]pyrrolidine-2-carboxylic acid